N-(4-(1-(2-chloroacetyl)-1,2,3,6-tetrahydropyridin-4-yl)-1H-pyrrolo[2,3-b]pyridin-6-yl)cyclopropylcarboxamide ClCC(=O)N1CCC(=CC1)C1=C2C(=NC(=C1)NC(=O)C1CC1)NC=C2